COC1(CC2(C1)CCN(CC2)C2=CC=C1CN(C(C1=C2)=O)C2C(NC(CC2)=O)=O)OC 3-(6-(2,2-dimethoxy-7-azaspiro[3.5]nonan-7-yl)-1-oxoisoindolin-2-yl)piperidine-2,6-dione